O[C@H]1[C@H](OC[C@@H]1O)[C@@H](COC(CCCCCCCCCCC)=O)O [(2R)-2-[(2R,3R,4S)-3,4-dihydroxyoxolan-2-yl]-2-hydroxyethyl]-dodecanoat